C(C1=CC=CC=C1)N(C(=S)SSC=CCCCCCSSC(N(CC1=CC=CC=C1)CC1=CC=CC=C1)=S)CC1=CC=CC=C1 1,7-bis(N,N'-dibenzylthiocarbamoyldithio)heptaneN